(S)-N-(4-(3-amino-3-methylpyrrolidin-1-yl)-1,2-dimethyl-1H-benzo[d]imidazol-5-yl)-1-(2,6-difluorophenyl)-6-oxo-1,6-dihydropyridazine-3-carboxamide N[C@@]1(CN(CC1)C1=C(C=CC=2N(C(=NC21)C)C)NC(=O)C2=NN(C(C=C2)=O)C2=C(C=CC=C2F)F)C